OCC([C@@H](C[C@H]1C(NCC1)=O)NC([C@H](CC(C)C)NC(=O)C=1N(C2=CC=CC(=C2C1)OC)CC(=C)C)=O)=O N-((S)-1-(((R)-4-hydroxy-3-oxo-1-((S)-2-oxopyrrolidin-3-yl)butan-2-yl)amino)-4-methyl-1-oxopentan-2-yl)-4-methoxy-1-(2-methylallyl)-1H-indole-2-carboxamide